isopropenyl dimethyl phosphate P(=O)(OC(=C)C)(OC)OC